Cl[Pd]Cl.C(C)(C)(C)P(C1=CC=C(N(C)C)C=C1)C(C)(C)C 4-[di(tert-butyl)phosphino]-N,N-dimethylaniline compound with dichloropalladium